1-(R)-(8-methyl-3-(3-methyl-1,2,4-thiadiazol-5-yl)-5,6-dihydro-[1,2,4]triazolo[4,3-a]pyrazin-7(8H)-yl)(3,4,5-trifluorophenyl)methanone CC1C=2N(CCN1C(=O)C1=CC(=C(C(=C1)F)F)F)C(=NN2)C2=NC(=NS2)C